2'-chloro-2-(1-methyltriazol-4-yl)-1-(2,2,2-trifluoroacetyl)spiro[piperidine-4,7'-thieno[2,3-c]pyran]-4'-one ClC1=CC2=C(C3(OCC2=O)CC(N(CC3)C(C(F)(F)F)=O)C=3N=NN(C3)C)S1